4-[(4-Methyl-1-piperazinyl)methyl]benzoic acid dihydrochloride Cl.Cl.CN1CCN(CC1)CC1=CC=C(C(=O)O)C=C1